1-((2R,4R,6S)-2,6-Dimethyltetrahydro-2H-pyran-4-yl)-3-methoxy-N-(6-((S)-5-methyl-6,7-dihydro-5H-pyrrolo[2,1-c][1,2,4]triazol-3-yl)pyridin-2-yl)-1H-pyrazole-4-carboxamide C[C@H]1O[C@H](CC(C1)N1N=C(C(=C1)C(=O)NC1=NC(=CC=C1)C=1N2C(=NN1)CC[C@@H]2C)OC)C